CN1C(C2=CC(=CC(=C2C=C1C=1C=NC(=NC1)C=1C=NN(C(C1)=O)C)[C@@H](C)NC(OC(C)(C)C)=O)C)=O tertbutyl (R)-(1-(2,7-dimethyl-3-(2-(1-methyl-6-oxo-1,6-dihydropyridazin-4-yl)pyrimidin-5-yl)-1-oxo-1,2-dihydroisoquinolin-5-yl)ethyl)carbamate